COC1=NC(=NC=C1C(=O)N)NC1=CC(=C(C=C1)OCCN1CCOCC1)C 4-methoxy-2-((3-methyl-4-(2-morpholinoethoxy)phenyl)amino)pyrimidine-5-carboxamide